CN1C(N(C2=NC(=NC=C12)NC1=CC2=C(OCO2)C=C1C)CCN1CCOCC1)=O 7-methyl-2-((6-methylbenzo[d][1,3]dioxol-5-yl)amino)-9-(2-morpholinoethyl)-7,9-dihydro-8H-purin-8-one